C(C1=CC=CC=C1)SC1=NC(=CC=C1OC)N1CCC(CC1)OC 2-(benzylthio)-3-methoxy-6-(4-methoxypiperidin-1-yl)pyridine